2,6-di-tert-butyl-4-(4-fluorophenylmethylene)cyclohexa-2,5-dien-1-one C(C)(C)(C)C=1C(C(=CC(C1)=CC1=CC=C(C=C1)F)C(C)(C)C)=O